O=S1(C[C@@H](C=C1)N1C(C(=CC2=CC=CC=C12)C(=O)N)=O)=O ((R)-1,1-dioxido-2,3-dihydrothiophen-3-yl)-2-oxo-1,2-dihydroquinoline-3-carboxamide